methyl ((S)-2-((tert-butoxycarbonyl)amino)-3-(4-chlorophenyl)propyl)-L-leucinate C(C)(C)(C)OC(=O)N[C@H](CN[C@@H](CC(C)C)C(=O)OC)CC1=CC=C(C=C1)Cl